C(C1=CC=CC=C1)N1N=CC(=C1)NC(C1=CC=CC=C1)=O N-(1-benzyl-1H-pyrazol-4-yl)benzamide